C[C@@H]1O[C@@H](CN(C1)C1=NC=C(C=N1)B(O)O)C (2-((2S,6R)-2,6-dimethylmorpholino)pyrimidin-5-yl)boronic acid